O=CCC1(CCN(CC1)C(=O)OC)C(=O)[O-] methyl 4-(2-oxoethyl)piperidine-1,4-dicarboxylate